C(CC)C(CO)CCCCCCC 2-propyl-nonane-1-ol